2-(2-(bicyclo[3.1.0]hex-2-en-3-yl)-5-ethyl-7-oxo-6-(piperazin-1-yl)-[1,2,4]triazolo[1,5-a]pyrimidin-4(7H)-yl)-N-(4-((trifluoromethyl)thio)phenyl)acetamide C12C=C(CC2C1)C1=NN2C(N(C(=C(C2=O)N2CCNCC2)CC)CC(=O)NC2=CC=C(C=C2)SC(F)(F)F)=N1